COC1=C(C=CC=C1)C=1N=C(SC1)NC(C1=CC=C(C=C1)N1CCOCC1)=O N-[4-(2-methoxyphenyl)thiazol-2-yl]-4-morpholino-benzamide